CS(=O)(C)=NC1=CC=C(NC=2C(=NC(=C(N2)NC)C=2C3=C(C=NC2)N(C=N3)C)C(=O)N)C=C1 3-[4-[[dimethyl(oxo)-λ6-sulfanylidene]amino]anilino]-5-(methylamino)-6-(3-methylimidazo[4,5-c]pyridin-7-yl)pyrazine-2-carboxamide